6-(Cyclopropanecarboxamido)-4-((1,5-dimethyl-4-oxo-4,5-dihydro-1H-pyrrolo[3,2-c]pyridin-3-yl)amino)-N-methylpyridazine-3-carboxamide C1(CC1)C(=O)NC1=CC(=C(N=N1)C(=O)NC)NC1=CN(C2=C1C(N(C=C2)C)=O)C